1-(5-(6-(dimethylamino)pyrazin-2-yl)-1,3,4-thiadiazol-2-yl)ethan-1-ol CN(C1=CN=CC(=N1)C1=NN=C(S1)C(C)O)C